N-(6-(4-isopropyl-4H-1,2,4-triazole-3-yl)pyridine-2-yl)-4-(2-methoxyethoxy)benzofuran-2-formamide C(C)(C)N1C(=NN=C1)C1=CC=CC(=N1)NC(=O)C=1OC2=C(C1)C(=CC=C2)OCCOC